ClC1=NC=C(C(=N1)NCCCN1CCNCC1)CNC1=CC(=CC(=C1)OC)OC 4-(3-((2-Chloro-5-(((3,5-dimethoxyphenyl)amino)methyl)pyrimidin-4-yl)amino)propyl)piperazine